FC1=C(C=C(C=C1)NC(=O)C1=C(N(C(=C1C)C(C(=O)N[C@H](CO)C(C)(C)C)=O)C)C)C (S)-N-(4-fluoro-3-methylphenyl)-5-(2-((1-hydroxy-3,3-dimethylbutan-2-yl)amino)-2-oxoacetyl)-1,2,4-trimethyl-1H-pyrrole-3-carboxamide